FC=1C=C(C#N)C=C(C1N1N=C2C(=CC1=O)NN=C2C2=CC=C1CCNCC1=C2)C 3-fluoro-5-methyl-4-(3-(1,2,3,4-tetrahydroisoquinolin-7-yl)-6-oxo-1H-pyrazolo[4,3-c]pyridazin-5(6H)-yl)benzonitrile